2,4-Dihydroxy-N-(4-hydroxycarbamoyl-benzyl)-5-isopropyl-N-(4-methoxy-phenyl)-benzamide OC1=C(C(=O)N(C2=CC=C(C=C2)OC)CC2=CC=C(C=C2)C(NO)=O)C=C(C(=C1)O)C(C)C